BrC1=CC(=C(C=C1)C=1NC(=C(N1)C(C)C)C)O 2-(4-bromo-2-hydroxyphenyl)-4-isopropyl-5-methylimidazole